NC=1C2=C(N=CN1)N(C(=C2C=2OC=CN2)C2=CCC1(CCN(CC1)C(C=C)=O)CC2)C 1-(9-(4-amino-7-methyl-5-(oxazol-2-yl)-7H-pyrrolo[2,3-d]pyrimidin-6-yl)-3-azaspiro[5.5]undec-8-en-3-yl)prop-2-en-1-one